N-((3-isopropyl-5-methyl-4,5-dihydroisoxazol-5-yl)methyl)-2-methoxy-N-methylethan-1-amine C(C)(C)C1=NOC(C1)(C)CN(CCOC)C